6-phenyl-3-(3-thienyl)imidazo[1,2-a]pyrazine C1(=CC=CC=C1)C=1N=CC=2N(C1)C(=CN2)C2=CSC=C2